FC(C(=O)NC1=CC(=C(C(=C1)C)C(C=1C=C2C3(C(NC2=CC1)=O)CCC3)O)C)(F)F 2,2,2-trifluoro-N-{4-[hydroxy(2'-oxo-1'H-spiro[cyclobutane-1,3'-indol]-5'-yl)methyl]-3,5-dimethylphenyl}acetamide